ClC1=C(C=C(C=C1)S(=O)C)CO (2-chloro-5-(methylsulfinyl)phenyl)methanol